(1S,4S,6R)-N-(2-fluoro-5-(1-methyl-1H-1,2,4-triazol-3-yl)-4-(trifluoromethyl)phenyl)-4-methyl-1-(5-methyl-1,3,4-oxadiazol-2-yl)-7-azabicyclo[4.1.1]octane-7-carboxamide FC1=C(C=C(C(=C1)C(F)(F)F)C1=NN(C=N1)C)NC(=O)N1[C@@H]2C[C@H](CC[C@]1(C2)C=2OC(=NN2)C)C